ClC1=CC(=C(CC2CN(CCO2)CC2=CC=C(C=C2)OC)C(=C1)B1OC(C(O1)(C)C)(C)C)C 2-(4-chloro-2-methyl-6-(4,4,5,5-tetramethyl-1,3,2-dioxaborolan-2-yl)benzyl)-4-(4-methoxybenzyl)morpholine